N-(2-aminophenyl)cyclopropylsulfonamide NC1=C(C=CC=C1)NS(=O)(=O)C1CC1